4-amino-2-cyclopentyl-7-(2-methyl-3-pyridinyl)pyrazolo[3,4-d]pyrimidin-6-one NC=1C=2C(N(C(N1)=O)C=1C(=NC=CC1)C)=NN(C2)C2CCCC2